4-((1R,5R)-2-acryloyl-2,6-diazabicyclo[3.2.0]hept-6-yl)-7-(8-chloronaphthalen-1-yl)-2-(((2R,7aS)-2-fluorotetrahydro-1H-pyrrolizin-7a(5H)-yl)methoxy)quinoline-3-acetonitrile C(C=C)(=O)N1[C@@H]2CN([C@@H]2CC1)C1=C(C(=NC2=CC(=CC=C12)C1=CC=CC2=CC=CC(=C12)Cl)OC[C@]12CCCN2C[C@@H](C1)F)CC#N